2-bromo-2''-iodo-1,1':2',1''-terphenyl BrC1=C(C=CC=C1)C=1C(=CC=CC1)C1=C(C=CC=C1)I